2-(3,5-dimethylisoxazol-4-yl)pyrimidine-4-carboxamide CC1=NOC(=C1C1=NC=CC(=N1)C(=O)N)C